(3-((2-amino-4-methyl-6-((1-(methylthio)heptan-3-yl)amino)-pyrimidin-5-yl)methyl)-4-methoxyphenyl)methanol NC1=NC(=C(C(=N1)C)CC=1C=C(C=CC1OC)CO)NC(CCSC)CCCC